FC([C@@H]1C[C@@H](NCC1)C1=C(CN2C(NC(C3=C2C=CN3)=O)=S)C=CC=C1)F |o1:2,4| rel-1-(2-((2R,4S)-4-(difluoromethyl)piperidin-2-yl)benzyl)-2-thioxo-1,2,3,5-tetrahydro-4H-pyrrolo[3,2-d]pyrimidin-4-one